bis[(4-anilino-6-[bis(2-hydroxyethyl)amino]-1,3,5-triazin-2-yl)amino]stilbene-2,2'-disulfonic acid disodium salt [Na+].[Na+].N(C1=CC=CC=C1)C1=NC(=NC(=N1)N(CCO)CCO)NC(=C(C=1C(=CC=CC1)S(=O)(=O)[O-])NC1=NC(=NC(=N1)NC1=CC=CC=C1)N(CCO)CCO)C=1C(=CC=CC1)S(=O)(=O)[O-]